4-hydroxy-1-isobutyl-2-oxo-1,2-dihydroquinoline-3-carboxylic acid ethyl ester C(C)OC(=O)C=1C(N(C2=CC=CC=C2C1O)CC(C)C)=O